CNCCN N'-methyl-ethylenediamine